ClC1=CC=C(C=C1)CS(=O)(=O)OC1=C(O[C@](C1=O)([2H])C1=CC=C(C=C1)C(F)(F)F)N (R)-2-amino-4-oxo-5-(4-(trifluoromethyl)phenyl)-4,5-dihydrofuran-3-yl-5-d (4-chlorophenyl)methanesulfonate